3-[trans-4-(4-bromo-1H-pyrazol-1-yl)cyclohexyl]-4-methyl-5-{[3-(trifluoromethyl)phenoxy]methyl}-4H-1,2,4-triazole BrC=1C=NN(C1)[C@@H]1CC[C@H](CC1)C1=NN=C(N1C)COC1=CC(=CC=C1)C(F)(F)F